tert-butyl (S,E)-(5-(4-(benzyloxy)phenyl)-1-(methylamino)-1-oxopent-4-en-2-yl)carbamate C(C1=CC=CC=C1)OC1=CC=C(C=C1)/C=C/C[C@@H](C(=O)NC)NC(OC(C)(C)C)=O